ClC1=C2C(=NC=C1C#CCOC1=CC=C(C=C1)OC)NC=C2 4-chloro-5-(3-(4-methoxyphenoxy)prop-1-yn-1-yl)-1H-pyrrolo[2,3-b]Pyridine